BrC=1SC(=CC1C1=CC(=CC=C1)F)C 2-bromo-3-(3-fluorophenyl)-5-methylthiophene